5-(2-(difluoromethyl)pyrimidine-5-carboxamido)pyrazin FC(C1=NC=C(C=N1)C(=O)NC=1N=CC=NC1)F